non-3,7-diene CCC=CCCC=CC